BrC=1C=CCN(C1)C1CCC2=CC(=CC=C12)F 5-bromo-N-(5-fluoro-2,3-dihydro-1H-inden-1-yl)pyridin